methyl 5-((3R*,4S*)-3-((tert-butoxycarbonyl)amino)-4-fluoropyrrolidin-1-yl)pyrazine-2-carboxylate C(C)(C)(C)OC(=O)N[C@@H]1CN(C[C@@H]1F)C=1N=CC(=NC1)C(=O)OC |o1:8,12|